O[C@H]1COCC[C@@H]1NC(=O)C1=CC(=CC=2OCOC21)CC2=CC=C(C=C2)N2N=CC=C2 N-[(3R,4S)-3-hydroxytetrahydropyran-4-yl]-6-[(4-pyrazol-1-ylphenyl)methyl]-1,3-benzodioxole-4-carboxamide